NC1=NC=CC=C1C1=NC2=C(N1C=1C=CC(=NC1)NC(=O)C1CCC(CC1)C(=O)O)C=C(C=C2)OC(F)(F)F (1r,4r)-4-((5-(2-(2-aminopyridin-3-yl)-6-(trifluoromethoxy)-1H-benzo[d]imidazol-1-yl)pyridin-2-yl)carbamoyl)cyclohexane-1-carboxylic acid